(3R,4R)-1-tert-butoxycarbonyl-3-methyl-piperidine-4-carboxylic acid C(C)(C)(C)OC(=O)N1C[C@@H]([C@@H](CC1)C(=O)O)C